OC(C)(C)C=1C=C(C=C(C1)C(C)(C)O)S(=O)(=O)N 3,5-bis(2-hydroxypropan-2-yl)benzenesulfonamide